CN1N=C(C2=CC=CC(=C12)SC[Si](C)(C)C)C#N 1-methyl-7-(((trimethylsilyl)methyl)thio)-1H-indazole-3-carbonitrile